2-(2-(cyclopropylmethyl)-1-(3-fluoro-4-sulfamoylbenzyl)-5-(3-((5-methylthiophen-2-yl)ethynyl)phenyl)-1H-pyrrol-3-yl)-5-methyloxazole-4-carboxylic acid C1(CC1)CC=1N(C(=CC1C=1OC(=C(N1)C(=O)O)C)C1=CC(=CC=C1)C#CC=1SC(=CC1)C)CC1=CC(=C(C=C1)S(N)(=O)=O)F